N1=CC(=CC=C1)CN1N=C(C=C1)C=1C=C(C=C(C1)C1=CC=CC=C1)NCC(=O)O (5-(1-(pyridin-3-ylmethyl)-1H-pyrazol-3-yl)-[1,1'-biphenyl]-3-yl)glycine